BrC1=CC=C(C(=N1)Cl)NS(=O)(=O)C N-(6-bromo-2-chloro-3-pyridinyl)methanesulfonamide